Cl.Cl.C(C)OC([C@H](CC(C)C)NC([C@H](CC(C)C)NC([C@H](CCC1=NC2=C(N1C)C=CC(=C2)N(CCCl)CCCl)N)=O)=O)=O (2S)-2-[[(2S)-2-[[(2S)-2-amino-4-[5-[bis(2-chloroethyl)amino]-1-methyl-benzimidazol-2-yl]butanoyl]amino]-4-methyl-pentanoyl]amino]-4-methyl-pentanoic acid ethyl ester dihydrochloride